sodium 2,4,6-trimethylbenzoyl phenylphosphonate C1(=CC=CC=C1)P(OC(C1=C(C=C(C=C1C)C)C)=O)([O-])=O.[Na+]